C(C=C)N(C(C[C@H]1N(C(CC1)=O)CC1=C(C(=CC=C1)F)F)=O)[C@H](C(=O)OC)CC1CC1 Methyl (S)-2-(N-allyl-2-((S)-1-(2,3-difluorobenzyl)-5-oxopyrrolidin-2-yl)acetamido)-3-cyclopropylpropanoate